CC1(CCC=2C1=NC1=C(C2NC(=O)N=S(=O)(N)C2=NN(C(=C2)CO)CCO)CCC1)C N'-((3,3-dimethyl-1,2,3,5,6,7-hexahydrodicyclopenta[b,e]pyridin-8-yl)carbamoyl)-1-(2-hydroxyethyl)-5-(hydroxymethyl)-1H-pyrazole-3-sulfonimidamide